N,N-diiso-propylamine C(C)(C)NC(C)C